C1(CCCCC1)N1C(N(C(CC1=O)=O)C1CCCCC1)=O 1,3-dicyclohexyl-2,4,6-trioxohexahydropyrimidine